C1(CC1)C=1C=NC(=NC1)N1CCN(CC1)C(=O)NO[C@H](C)C1=CNC(C(=C1)C(F)(F)F)=O (R)-4-(5-cyclopropylpyrimidin-2-yl)-N-(1-(6-oxo-5-(trifluoromethyl)-1,6-dihydropyridin-3-yl)ethoxy)piperazine-1-carboxamide